FC(C(=O)N(CCC[Si](C1=C(C=CC=C1)[Si](CCCN(C(C(F)(F)F)=O)C(C(F)(F)F)=O)(C)C)(C)C)C(C(F)(F)F)=O)(F)F N-{3-{[2-({3-[bis-(2,2,2-trifluoro-acetyl)-amino]-propyl}-dimethyl-silanyl)-phenyl]-dimethyl-silanyl}-propyl}-2,2,2-trifluoro-N-(2,2,2-trifluoro-acetyl)-acetamide